FC(F)(F)[Sc] trifluoromethylScandium